manganese sodium ethylenediamine tetraacetate C(C)(=O)ON(CCN(OC(C)=O)OC(C)=O)OC(C)=O.[Na].[Mn]